8-methoxy-6-(5-methylpyrimidin-2-yl)cinnolin-4-ol COC=1C=C(C=C2C(=CN=NC12)O)C1=NC=C(C=N1)C